N1(CCCC1)C1=CN=CC=2N=C(N=C(C21)N)N (pyrrolidin-1-yl)pyrido[3,4-d]pyrimidine-2,4-diamine